ClC=1C=C(C(=O)NC2=C(C=CC=C2)OCC)C=CC1OCC 3-chloro-4-ethoxy-N-(2-ethoxyphenyl)-benzamide